3-(5-chloro-3-fluoropyridin-2-yl)-2-oxo-2,3-dihydrobenzothiazol ClC=1C=C(C(=NC1)N1C(SC2=C1C=CC=C2)=O)F